CC1=C(NC=C1)C dimethyl-azole